C(C)(=O)OC1C(CCC12CC=CC2)(C)C (8,8-dimethylspiro[4.4]non-2-en-9-yl) acetate